(E)-2-(1-ethyl-1H-imidazol-2-yl)-N-((1,2,3,5,6,7-hexahydro-s-indacen-4-yl)carbamoyl)vinylsulfonamide C(C)N1C(=NC=C1)\C(=C/NS(=O)=O)\C(NC1=C2CCCC2=CC=2CCCC12)=O